C(C(C)C)(=O)OC=1C(=NC=CC1OC)C(N[C@@H](C)C1=NOC(=N1)C1=CC(=CC(=C1)C)C)=O (S)-2-((1-(5-(3,5-dimethylphenyl)-1,2,4-oxadiazol-3-yl)ethyl)carbamoyl)-4-methoxypyridin-3-yl isobutyrate